4-vinyl-2-(2-methoxyphenyl)thiazole C(=C)C=1N=C(SC1)C1=C(C=CC=C1)OC